ClC=1C=C2C=NN(C2=C(C1)C(=O)NC1CC2(CC(C2)CC(=O)O)C1)CC1=NC=C(C=C1)C1=CC=CC=C1 2-(6-(5-chloro-1-((5-phenylpyridin-2-yl)methyl)-1H-indazol-7-carboxamido)spiro[3.3]heptan-2-yl)acetic acid